COC(C1CCN(CC1)C1=CC=C(C=C1)[C@H]1C=2C=CC(=CC2CC[C@H]1C1=CC(=CC=C1)O)O)OC (5S,6R)-5-(4-(4-(dimethoxymethyl)piperidin-1-yl)phenyl)-6-(3-hydroxyphenyl)-5,6,7,8-tetrahydronaphthalen-2-ol